NCCCNCCCCNCCCN N,N'-bis(3-amino-propyl)-1,4-diaminobutane